FC(C(=O)O)(F)F.N1CC(C1)OC1CCN(CC1)CCCCCOC=1C=C2C(N(C(C2=CC1)=O)C1C(NC(CC1)=O)=O)=O 5-[5-[4-(azetidin-3-yloxy)-1-piperidinyl]pentyloxy]-2-(2,6-dioxo-3-piperidinyl)isoindoline-1,3-dione trifluoroacetate